NC[C@H](CC1CC1)N(C([C@@H](CC(=O)OC(C1=C(C=CC=C1)Cl)(C1=CC=CC=C1)C1=CC=CC=C1)C)=O)C (2-Chlorotrityl) (R)-4-(((S)-1-amino-3-cyclopropylpropan-2-yl)(methyl)amino)-3-methyl-4-oxobutanoate